C(C)(C)(C)OC(=O)NC1=C(C=2C=[N+](C=C(C2S1)F)[O-])C#N 2-((tert-butoxycarbonyl)amino)-3-cyano-7-fluorothieno[3,2-c]pyridine-5-oxide